2-[4-(2-methoxy-2-methylpropoxy)phenyl]-4,4,5,5-tetramethyl-1,3,2-dioxaborolane COC(COC1=CC=C(C=C1)B1OC(C(O1)(C)C)(C)C)(C)C